FC(C=1C=C(C=CC1)[C@@H](C)NC=1C2=C(N=CN1)N=CC(=C2)N2C[C@@H](CC2)NC(C)=O)(F)F N-{(3R)-1-[4-({(1R)-1-[3-(trifluoromethyl)phenyl]ethyl}amino)pyrido[2,3-d]pyrimidin-6-yl]pyrrolidin-3-yl}acetamide